FC=1C=CC2=C(CCO2)C1CNC1=C2C(=C3C4=C(C=C(N4CC=C3C(F)(F)F)C)C=3N1C=NN3)N=CC=N2 N-((5-fluoro-2,3-dihydrobenzofuran-4-yl)methyl)-5-methyl-8-(trifluoromethyl)-6H-2,3,5a,9,12,13a-hexaazabenzo[4,5]cyclopenta[7,8]cycloocta[1,2,3-cd]indene-13-amine